C(C)(=O)N(N)C(\C=C/N1N=C(N=C1)C1=CC(=CC(=C1)C(F)(F)F)S(F)(F)(F)(F)F)=O (Z)-N-acetyl-3-(3-(3-(pentafluorosulfaneyl)-5-(trifluoromethyl)phenyl)-1H-1,2,4-triazol-1-yl)acrylohydrazide